1-(5-chloro-2-methylphenyl)-3-[1-(2-fluorophenyl)-5-oxopyrrolidin-3-yl]urea ClC=1C=CC(=C(C1)NC(=O)NC1CN(C(C1)=O)C1=C(C=CC=C1)F)C